C(#N)C1=C(OC=2C=C3C(N(C=NC3=CC2)CCC2CCN(CC2)C(=O)OC(C)(C)C)=O)C(=CC=C1NS(=O)(=O)N1C[C@@H](CC1)F)F tert-butyl 4-[2-[6-[2-cyano-6-fluoro-3-[[(3R)-3-fluoropyrrolidin-1-yl]sulfonylamino]phenoxy]-4-oxo-quinazolin-3-yl]ethyl]piperidine-1-carboxylate